[2-(2-methoxyethoxy)ethyl]Amine COCCOCCN